2-benzyloxycarbonyl-6-[4-[(5-cyano-1,2-dimethyl-pyrrol-3-yl)-phenyl-carbamoyl]-1,5-dimethyl-pyrrol-2-yl]-3,4-dihydro-1H-isoquinoline-7-carboxylic acid C(C1=CC=CC=C1)OC(=O)N1CC2=CC(=C(C=C2CC1)C=1N(C(=C(C1)C(N(C1=CC=CC=C1)C1=C(N(C(=C1)C#N)C)C)=O)C)C)C(=O)O